6-[3-[4-(Dimethylcarbamoyl)-2-methoxy-anilino]prop-1-ynyl]-N-[(3S,4S)-1,3-dimethyl-4-piperidyl]-1-(2,2,2-trifluoroethyl)benzimidazole-4-carboxamide CN(C(=O)C1=CC(=C(NCC#CC=2C=C(C3=C(N(C=N3)CC(F)(F)F)C2)C(=O)N[C@@H]2[C@H](CN(CC2)C)C)C=C1)OC)C